CN1N=C(N=C1C1=CC=C(CN2C3=NC(=NC=C3NC2=O)C2=C(C=CC=C2)C(C)C)C=C1)C 9-(4-(1,3-dimethyl-1H-1,2,4-triazol-5-yl)benzyl)-2-(2-isopropylphenyl)-7,9-dihydro-8H-purin-8-one